5-(3-oxopiperazin-1-yl)-4-(prop-2-enoylamino)thiophene-2-carboxamide O=C1CN(CCN1)C1=C(C=C(S1)C(=O)N)NC(C=C)=O